ClC1=CC(=NC(=C1)OCC1=C(C=C(C=C1)C#N)F)N1CCN(CC1)[C@@H](C)C1=NC2=C(N1C[C@H]1OCC1)C=C(C=C2)C(=O)OC methyl 2-((S)-1-(4-(4-chloro-6-((4-cyano-2-fluorobenzyl) oxy) pyridin-2-yl) piperazin-1-yl) ethyl)-1-(((S)-oxetan-2-yl) methyl)-1H-benzo[d]imidazole-6-carboxylate